D-alpha-carboxy-N-t-butoxycarbonyl-glutamic acid monomethyl ester COC([C@@](NC(=O)OC(C)(C)C)(CCC(=O)O)C(=O)O)=O